CC1=C(C=CC(=C1)C1=NC2=CC=C(C=C2C=N1)C(F)(F)F)N1CCOC=2C(C1=O)=NN(C2)CC(=O)O 2-(7-(2-methyl-4-(6-(trifluoromethyl)-quinazolin-2-yl)phenyl)-8-oxo-5,6,7,8-tetrahydro-2H-pyrazolo[3,4-f][1,4]oxazepin-2-yl)acetic acid